4-Fluoro-N-[1-(4-fluorobenzyl)-2,3-dihydro-1H-indol-5-yl]-benzamide FC1=CC=C(C(=O)NC=2C=C3CCN(C3=CC2)CC2=CC=C(C=C2)F)C=C1